C(C)(C)(C)N(C(O)=O)C1=CC2=CC(=C(C(=C2C(=C1)Br)OC([2H])([2H])F)F)F.C(=C)C1=C(C=CC=C1)C=C divinylbenzene tert-butyl-(4-bromo-6,7-difluoro-5-(fluoromethoxy-d2)naphthalen-2-yl)carbamate